C\C(=C/C#N)\CCC1=CC=CC=C1 (E)-3-methyl-5-phenylpent-2-enenitrile